NC1=C(C=C(C=C1)N1N=NNC1=O)N1C[C@H](CC1)NC(OC(C)(C)C)=O tert-butyl (S)-(1-(2-amino-5-(5-oxo-4,5-dihydro-1H-tetrazol-1-yl)phenyl)pyrrolidin-3-yl)carbamate